C1(=CC=CC=C1)N(C1=CC=C(C=C1)C1=CC=CC2=CC=CC=C12)C1=CC=C(C=C1)C1=CC=C(C=C1)N(C1=CC=CC=C1)C1=CC=C(C=C1)C1=CC=CC2=CC=CC=C12 4,4'-bis{N-phenyl-N-[4-(1-naphthyl)phenyl]amino}biphenyl